6-[bis(thienylmethyl)aminocarbonyloxy]pyridine S1C(=CC=C1)CN(C(=O)OC1=CC=CC=N1)CC=1SC=CC1